FC1=CC=C2C(=CC=NC2=C1)NC(CCCN1C(NCC1=O)=O)C 3-(4-((7-Fluoroquinolin-4-yl)amino)pentyl)imidazolidine-2,4-dione